OC[C@@H]1CNCC[C@H]1NC1=CC=CC=2N1N=C(C2SC(F)(F)F)C#CCNC2=C(C=C(C=C2)P(C)(C)=O)OC (4-((3-(7-(((3R,4R)-3-(hydroxymethyl)piperidin-4-yl)amino)-3-((trifluoromethyl)thio)pyrazolo[1,5-a]pyridin-2-yl)prop-2-yn-1-yl)amino)-3-methoxyphenyl)dimethylphosphine oxide